CC1=NN(C(=C1)C)C1=CC=C(C(=O)N)C=C1 4-(3,5-dimethylpyrazol-1-yl)benzamide